2-(7-cyano-5-isopropoxybenzo[b]thiophen-2-yl)thiazole-4-carbonitrile C(#N)C1=CC(=CC2=C1SC(=C2)C=2SC=C(N2)C#N)OC(C)C